CC=1C(=NC2=C(C=CC=C2C1)C)C(=O)O 3,8-dimethylquinoline-2-carboxylic acid